C1=CC=CC2=CC3=CC4=CC=CC=C4C=C3C=C12 TetracenE